L-5,6-diethyl-2,3-dihydro-1H-indene-2-amine hydrochloride Cl.C(C)C=1C=C2CC(CC2=CC1CC)N